OC1=C2C=C(C(N(C2=CC(=C1)C1CCN(CC1)C(=O)OC(C)(C)C)C)=O)C tert-butyl 4-(5-hydroxy-1,3-dimethyl-2-oxo-1,2-dihydroquinolin-7-yl)piperidine-1-carboxylate